CC1=CC=C(C=C1)S(=O)(=O)OCC(=O)[O-] p-toluenesulfonyloxyacetate